C(C(C)C)OC(C(CC(=O)OCC(C)C)CC(C)C)=O isobutylsuccinic acid diisobutyl ester